ClC1=CC(=C(C=C1)C1=NC(=CC=2N=C(N(C(C21)=O)CC)C)N2C[C@@H](OCC2)C2=CC(=NC=C2)C)F 5-(4-chloro-2-fluorophenyl)-3-ethyl-2-methyl-7-((2S)-2-(2-methyl-4-pyridyl)-4-morpholinyl)pyrido[4,3-d]pyrimidin-4(3H)-one